FC(OC=1C=C(C=CC1F)NC(=O)NC1CN(C1)C1=CC(=C(C(=C1)F)C1C(NC(CC1)=O)=O)F)F 1-(3-(difluoromethoxy)-4-fluorophenyl)-3-(1-(4-(2,6-dioxopiperidin-3-yl)-3,5-difluorophenyl)azetidin-3-yl)urea